2-(4-(3-(1-(5-ethylpyrimidin-2-yl)piperidin-4-yl)propoxy)-2-fluorophenyl)-1-(4-((2S,3R,4R,5R)-2,3,4,5,6-pentahydroxyhexyl)piperazin-1-yl)ethan-1-one C(C)C=1C=NC(=NC1)N1CCC(CC1)CCCOC1=CC(=C(C=C1)CC(=O)N1CCN(CC1)C[C@@H]([C@H]([C@@H]([C@@H](CO)O)O)O)O)F